5-AMINO-1H-PYRAZOLE-3-CARBOXYLIC ACID NC1=CC(=NN1)C(=O)O